2-(((4-Methoxybenzyl)oxy)methyl)-3-(4,4,5,5-tetramethyl-1,3,2-dioxaborolan-2-yl)-5,6-dihydro-4H-pyrrolo[1,2-b]pyrazole COC1=CC=C(COCC=2C(=C3N(N2)CCC3)B3OC(C(O3)(C)C)(C)C)C=C1